ClC1=C(NC(=C1Cl)C)C(=O)N[C@H]1[C@H](CN(CC1)C=1OC(=CN1)C(C)(C)O)OC 3,4-dichloro-N-((3S,4R)-1-(5-(2-hydroxypropane-2-yl)oxazol-2-yl)-3-methoxypiperidine-4-yl)-5-methyl-1H-pyrrole-2-carboxamide